NC=1C=C(C=CC1O)CCC (3-amino-4-hydroxyphenyl)propane